(Z)-2-((dimethylamino)methylene)-N-methyl-3-oxobutanamide CN(C)\C=C(/C(=O)NC)\C(C)=O